(S)-N-cyclopropyl-4-(6-(3,5-dimethylisoxazol-4-yl)-2-(1-(2-hydroxy-2-methylpropyl)-1H-pyrazol-4-yl)quinazolin-4-yl)-3-phenylpiperazine-1-carboxamide C1(CC1)NC(=O)N1C[C@@H](N(CC1)C1=NC(=NC2=CC=C(C=C12)C=1C(=NOC1C)C)C=1C=NN(C1)CC(C)(C)O)C1=CC=CC=C1